ClC=1C=C(NCC=2C=CC(=NC2)NC(=O)C2=NN(C(C=C2)=O)C)C=CC1 N-(5-((3-Chloroanilino)methyl)pyridin-2-yl)-1-methyl-6-oxo-1,6-dihydropyridazine-3-carboxamide